ClC1=CC(=NC=N1)C=1NN=C2C=CC(=CC12)OC1CC1 3-(6-chloropyrimidin-4-yl)-5-(cyclopropoxy)-2H-indazole